FC(S(=O)(=O)N[C@@H]1[C@@H](N(CC12CC2)C(C(C)(C)O)=O)CC=2C(=C(C=CC2)C2=CC(=CC(=C2)F)F)F)F 1,1-difluoro-N-((6S,7S)-5-(2-hydroxy-2-methylpropanoyl)-6-((2,3',5'-trifluoro-[1,1'-biphenyl]-3-yl)methyl)-5-azaspiro[2.4]heptan-7-yl)methanesulfonamide